[bis(phosphonomethyl)amino]methyl-phosphonic acid P(=O)(O)(O)CN(CP(=O)(O)O)CP(O)(O)=O